C(C)C1C2C3CC4=CC=CC=C4OC3C(C1)C2 2-ethyl-2,3,4,4a,9,9a-hexahydro-1H-1,4-methanoxanthene